N-(2-methylcyclopropyl)oxetan-3-carboxamid CC1C(C1)NC(=O)C1COC1